ClC1=NC=C(C(=C1)NC1CCC(CC1)NC)C1=NN(C=C1)C(C)C (1s,4s)-N1-(2-Chloro-5-(1-isopropyl-1H-pyrazol-3-yl)pyridin-4-yl)-N4-methylcyclohexane-1,4-diamine